VINYLSILAN C(=C)[SiH3]